CC(COC1=CC=C(CC2=C(C(=O)N)C=CC=C2)C=C1)C [4-(2-methylpropoxy)benzyl]benzamide